FC(C(=O)O)(F)F.OC1=NC=NC=C1N1N=C2C=3C=CN=C(CCCCC(C(NC2=C1)=O)C)C3 4-(4-hydroxypyrimidin-5-yl)-9-methyl-3,4,7,15-tetraazatricyclo[12.3.1.02,6]Octadecan-1(18),2,5,14,16-pentaen-8-one trifluoroacetate salt